C1(CCCCC1)NC(=O)C1=CC2=C(N=C(S2)C2CCN(CC2)CCO)C=C1 N-cyclohexyl-2-(1-(2-hydroxyethyl)-piperidin-4-yl)benzo-[d]thiazole-6-carboxamide